OOO bishydroxy oxide